CC=1C(=NC=C(C1)O[C@H]1[C@H](NC1)C)C(=O)N methyl-5-{[(2R,3R)-2-methylazetidin-3-yl]oxy}pyridine-2-carboxamide